FC1=C(C(=CC=C1)C)N1CCCCC1 1-(2-Fluoro-6-methyl-phenyl)-piperidin